C(C)NC(C1=C(C=C(C=C1OC)N1C=NC2=C1C=CC(=C2)C=2C=NN(C2)C)OC)=O N-ethyl-2,6-dimethoxy-4-[5-(1-methylpyrazol-4-yl)benzimidazol-1-yl]benzamide